C(/C(=C\C(=O)O)/C(=O)O)C(=O)O trans-1-propene-1,2,3-tricarboxylic acid